CC(C(O)O)(C)C 2,2-dimethyl-propanediol